tert-butyl 4-{[(Z)-(1-{2-[(tert-butoxycarbonyl)amino]-1,3-thiazol-4-yl}-2-oxo-2-{[(4S)-3-oxo-1,2-oxazolidin-4-yl]amino}ethylidene)amino]oxy}-1-methylpiperidine-4-carboxylate C(C)(C)(C)OC(=O)NC=1SC=C(N1)/C(/C(N[C@@H]1C(NOC1)=O)=O)=N/OC1(CCN(CC1)C)C(=O)OC(C)(C)C